2-((4,4-dimethylpiperidin-1-yl)methyl)-6-((4-(5-(pyrrolidin-1-yl)pyridin-3-yl)-1H-1,2,3-Triazol-1-yl)methyl)-1H-indole-1-carboxylic acid tert-butyl ester C(C)(C)(C)OC(=O)N1C(=CC2=CC=C(C=C12)CN1N=NC(=C1)C=1C=NC=C(C1)N1CCCC1)CN1CCC(CC1)(C)C